FC1=CC=C(C=C1)N1C[C@@H](N(CC1)CC[C@@H]1NC(C2(C1)CCN(CC2)C([C@H](C)NC(C)=O)=O)=O)C N-((S)-1-((R)-3-(2-((S)-4-(4-fluorophenyl)-2-methylpiperazin-1-yl)ethyl)-1-oxo-2,8-diazaspiro[4.5]decan-8-yl)-1-oxopropan-2-yl)acetamide